C(CCC)N(C(=O)N)CCCCCCCC N-butyl-N-octylurea